ClCC1=C(C=CC=C1)N1C(N(CC1)C1=CC=C(C=C1)OC)=O 1-(2-chloromethylphenyl)-3-(4-methoxyphenyl)imidazolin-2-one